3-(5-(((1S,2R)-2-(4-ethoxypiperidin-1-yl)cyclopentyl)oxy)-1-oxoisoindolin-2-yl)piperidine-2,6-dione C(C)OC1CCN(CC1)[C@H]1[C@H](CCC1)OC=1C=C2CN(C(C2=CC1)=O)C1C(NC(CC1)=O)=O